ClC1=CC=C2C(=CNC2=C1)S(=O)(=O)NC1=NC(=C(C=C1F)C)F 6-chloro-N-(3,6-difluoro-5-methylpyridin-2-yl)-1H-indole-3-sulfonamide